OCC1=CN(C2=CC=CC=C12)CC(=O)N 2-(3-(hydroxymethyl)-1H-indol-1-yl)acetamide